NC[C@@H](CP(O)=O)O (2S)-(3-amino-2-hydroxypropyl)phosphinic acid